methyl N-[5-({4-[(2S)-2-({3'-[(dimethylamino) methyl]-[1,1'-biphenyl]-3-yl}formamido)propyl] piperazin-1-yl}sulfonyl)-4-methyl-1,3-thiazol-2-yl]carbamate CN(C)CC=1C=C(C=CC1)C1=CC(=CC=C1)C(=O)N[C@H](CN1CCN(CC1)S(=O)(=O)C1=C(N=C(S1)NC(OC)=O)C)C